tert-butyl (3S,4S)-4-[[4-[3-(2,6-dibenzyloxy-3-pyridyl)-7-fluoro-1-methyl-indazol-6-yl]-3,6-dihydro-2H-pyridin-1-yl]methyl]-3-methyl-piperidine-1-carboxylate C(C1=CC=CC=C1)OC1=NC(=CC=C1C1=NN(C2=C(C(=CC=C12)C=1CCN(CC1)C[C@@H]1[C@@H](CN(CC1)C(=O)OC(C)(C)C)C)F)C)OCC1=CC=CC=C1